ClC1=C(C=CC=C1Cl)N1CCN(CC1)CC[C@@H]1CC[C@H](CC1)NC(=O)N(C)C trans-N-{4-[2-[4-(2,3-dichlorophenyl)-piperazin-1-yl]ethyl]cyclohexyl}-N',N'-dimethylurea